[N+](=O)(OC(CCl)(C)C1=CC=C(C=C1)[N+](=O)[O-])[O-] 1-chloro-2-(4-nitrophenyl)-2-propyl nitrate